4-(((R)-1-(3-((R/S)-1,1-difluoro-2-hydroxy-3-methoxy-2-methylpropyl)-2-fluorophenyl)ethyl)amino)-2,6,8,8-tetramethyl-6,8-dihydro-7H-pyrrolo[2,3-g]quinazolin-7-one FC([C@](COC)(C)O)(F)C=1C(=C(C=CC1)[C@@H](C)NC1=NC(=NC2=CC3=C(C=C12)N(C(C3(C)C)=O)C)C)F |&1:2|